FC(C1=C(C2=CC(=C(N)C=C2)C(F)(F)F)C=CC(=C1)N)(F)F 2',3-bis(trifluoromethyl)benzidine